7-methoxycoumarinacetic acid rac-methyl-(5aR,6S,7R,8R,8aS)-3-chloro-8,8a-dihydroxy-6-phenyl-5a-(p-tolyl)-5a,7,8,8a-tetrahydro-6H-cyclopenta[4,5]furo[3,2-b]pyridine-7-carboxylate COC(=O)[C@@H]1[C@H]([C@]2([C@](C3=NC=C(C=C3O2)Cl)([C@@H]1O)O)C1=CC=C(C=C1)C)C1=CC=CC=C1.COC1=CC=C2C=C(C(OC2=C1)=O)CC(=O)O |r|